C(C)(=O)SC(CO)O S-acetyl-mercaptoethylene glycol